6-(2,6-dichlorophenyl)-2-[(1,1-dimethyl-2,3-dihydro-1H-isoindol-5-yl)amino]-8-methylpyrido[2,3-d]pyrimidin-5(8H)-one ClC1=C(C(=CC=C1)Cl)C=1C(C2=C(N=C(N=C2)NC=2C=C3CNC(C3=CC2)(C)C)N(C1)C)=O